N1=CC=C(C=C1)C1=CC=C(C=C1)S(=O)(=O)N1CCC(CC1)C(=O)N1CCN(CC1)C1=CC=NC2=CC=CC=C12 (1-((4-(pyridin-4-yl)phenyl)sulfonyl)piperidin-4-yl)(4-(quinolin-4-yl)piperazin-1-yl)methanone